COCC(CO)O 3-methoxypropan-1,2-diol